N-(6-((5-bromo-2-((2-methoxy-5-(1-methyl-1H-pyrazol-4-yl)-4-(4-(4-methylpiperazine-1-yl)piperidin-1-yl)phenyl)amino)pyrimidin-4-yl)amino)benzo[d][1,3]dioxol-5-yl)methanesulfonamide BrC=1C(=NC(=NC1)NC1=C(C=C(C(=C1)C=1C=NN(C1)C)N1CCC(CC1)N1CCN(CC1)C)OC)NC=1C(=CC2=C(OCO2)C1)NS(=O)(=O)C